1-((3,3-dimethyl-2,3-dihydro-1H-pyrrolo[2,3-b]pyridin-4-yl)methyl)-5,5-dimethyl-3-(4-((trifluoromethyl)thio)phenyl)imidazolidine-2,4-dione CC1(CNC2=NC=CC(=C21)CN2C(N(C(C2(C)C)=O)C2=CC=C(C=C2)SC(F)(F)F)=O)C